2-(p-tolyl)-2-(4-(trifluoromethyl)pyridin-2-yl)acetamide C1(=CC=C(C=C1)C(C(=O)N)C1=NC=CC(=C1)C(F)(F)F)C